S(=O)(=O)([O-])[O-].[V+4].S(=O)(=O)([O-])[O-] Vanadium(IV) sulfate